ClC=1C=C(C=CC1)C(=O)N1CC2(CCN3N=C(C=C32)C=3C=NC2=CC=CC=C2C3)C1 (3-chlorophenyl)[2'-(quinolin-3-yl)-5',6'-dihydrospiro[azetidine-3,4'-pyrrolo[1,2-b]pyrazol]-1-yl]methanone